C(C)(C)(C)C=1CC(=CC(C1)=C(C1=CC=CC=C1)C1=C(C=CC=C1)F)C(C)(C)C 2,6-di-tert-butyl-4-(2-fluorophenyl-phenyl-methylene)cyclohexane-2,5-diene